N-[(4S,5S)-7-ethyl-4-(6-fluoropyridin-3-yl)-3-methyl-6-oxo-1-phenyl-1H,4H,5H,6H,7H-pyrazolo[3,4-b]pyridin-5-yl]-3-methylbenzamide C(C)N1C2=C([C@@H]([C@@H](C1=O)NC(C1=CC(=CC=C1)C)=O)C=1C=NC(=CC1)F)C(=NN2C2=CC=CC=C2)C